5-(3,5-dichloro-4-(2-fluoro-4-hydroxy-3-isopropylbenzyl)benzyl)imidazolidine-2,4-dione ClC=1C=C(CC2C(NC(N2)=O)=O)C=C(C1CC1=C(C(=C(C=C1)O)C(C)C)F)Cl